9-benzyl-7-(7,8-difluoro-3-quinolyl)-6-oxa-8-azaspiro[4.5]dec-7-ene C(C1=CC=CC=C1)C1N=C(OC2(CCCC2)C1)C=1C=NC2=C(C(=CC=C2C1)F)F